CC(C)C(CC(C)C)C 2,3,5-trimethyl-Hexane